CC1(CCN(CC1)C1=NC2=C(C=C(C=C2C(N1C)=O)C)C(C)NC1=C(C(N(C=C1)C)=O)C(=O)OC)C methyl 4-((1-(2-(4,4-dimethylpiperidin-1-yl)-3,6-dimethyl-4-oxo-3,4-dihydroquinazolin-8-yl)ethyl)amino)-1-methyl-2-oxo-1,2-dihydropyridine-3-carboxylate